C(CC)(=O)NC=1C=CC2=C(C(=CO2)C2CCN3CCCC3C2)C1 5-(propanoyl)amino-3-(octahydroindolizin-7-yl)-benzofuran